CC=1C=CC(=C(C1)O)C1=C2C(=C(N=N1)N[C@H]1CN(CCC1)C)N=CC(=C2)C 5-methyl-2-(3-methyl-8-{[(3R)-1-methylpiperidin-3-yl]Amino}pyrido[2,3-d]Pyridazin-5-yl)phenol